1-(2-(S-methylsulfonimidoyl)ethyl)-2-oxoimidazolidine-4-carboxamide CS(=O)(=N)CCN1C(NC(C1)C(=O)N)=O